2-(1-methyl-1H-indol-4-yl)ethan-1-amine CN1C=CC2=C(C=CC=C12)CCN